2-{[3-(dimethylamino)propyl]amino}pyrimidin CN(CCCNC1=NC=CC=N1)C